C(C)OC(=O)C=1C(=NN(C1)CSC)Cl 3-chloro-1-((methylthio)methyl)-1H-pyrazole-4-carboxylic acid ethyl ester